5-fluoro-4-(4-isopropyl-3-methyl-5-oxo-1,2,4-triazol-1-yl)-2-[(1S)-1-phenylethoxy]benzoic acid FC=1C(=CC(=C(C(=O)O)C1)O[C@@H](C)C1=CC=CC=C1)N1N=C(N(C1=O)C(C)C)C